NCC1CC2(C1)OC(N(C2)[C@@H](C)C=2C=CC=C1C(=C(NC21)C(=O)O)C=2C=NC(=C(C2)O)OC)=O (S)-7-(1-(2-(amino-methyl)-6-oxo-5-oxa-7-azaspiro[3.4]octan-7-yl)ethyl)-3-(5-hydroxy-6-methoxy-pyridin-3-yl)-1H-indole-2-carboxylic acid